aminopropyl-(diethoxy)-methylsilane NCCC[Si](C)(OCC)OCC